(S)-2-(((benzyloxy)carbonyl)amino)ethyl 2-((tert-butoxycarbonyl)amino)propanoate C(C)(C)(C)OC(=O)N[C@H](C(=O)OCCNC(=O)OCC1=CC=CC=C1)C